NC=1C=2C(=NN(C1C1C(C1)(C(=O)N)C)N)N(NC2)CC2=C(C=CC=C2)F 4,6-diamino-2-(1-(2-fluorobenzyl)-1H-pyrazolo[3,4-c]pyridazin-5-yl)-1-methylcyclopropane-1-carboxamide